2-methyl-4-[5-methylsulfonyl-2-(oxan-4-yloxy)phenyl]isoquinolin-1-one CN1C(C2=CC=CC=C2C(=C1)C1=C(C=CC(=C1)S(=O)(=O)C)OC1CCOCC1)=O